(S)-tert-butyl ((6-(2-chloro-3-(1-(4-formyl-3,5-dimethoxyphenyl)-1H-pyrrolo[2,3-b]pyridin-4-yl)phenyl)-2-methoxypyridin-3-yl)methyl)((5-oxopyrrolidin-2-yl)methyl)carbamate ClC1=C(C=CC=C1C1=C2C(=NC=C1)N(C=C2)C2=CC(=C(C(=C2)OC)C=O)OC)C2=CC=C(C(=N2)OC)CN(C(OC(C)(C)C)=O)C[C@H]2NC(CC2)=O